CS(=O)(=O)C1=NC=CC(=N1)C=1C=C(C=C(C1)C1=NC(=NC=C1)S(=O)(=O)C)C(NCCOCCOCCOCC)=O 1-(3,5-di(2-(methylsulfonyl)pyrimidin-4-yl)phenyl)-1-oxo-5,8,11-trioxa-2-azatridecane